CC=1N(C(=CC1)C)C1=NN2C(C(=C(C=C2)B2OC(C(O2)(C)C)(C)C)F)=N1 2-(2,5-dimethyl-1H-pyrrol-1-yl)-8-fluoro-7-(4,4,5,5-tetramethyl-1,3,2-dioxaborolan-2-yl)-[1,2,4]triazolo[1,5-a]pyridine